C(C)(=O)C1(CC1)C(=O)OC methyl 1-acetylcyclopropane-1-carboxylate